2-(2-(1-(Cyclopropylsulfonyl)-1H-pyrazol-4-yl)pyrimidin-4-yl)-5-(4-(difluoromethyl)thiazol-2-yl)-N4-((1s,4s)-4-((2-fluoroethyl)amino)cyclohexyl)pyridine-2,4-diamine C1(CC1)S(=O)(=O)N1N=CC(=C1)C1=NC=CC(=N1)C1(NC=C(C(=C1)NC1CCC(CC1)NCCF)C=1SC=C(N1)C(F)F)N